(2R,4S)-N-((2S)-1-((2-amino-7,7-dimethyl-6,7-dihydro-5H-cyclopenta[b]pyridin-5-yl)amino)-1-oxopropan-2-yl)-4-(4-fluorobenzyl)pyrrolidine-2-carboxamide NC1=CC=C2C(=N1)C(CC2NC([C@H](C)NC(=O)[C@@H]2NC[C@H](C2)CC2=CC=C(C=C2)F)=O)(C)C